N[C@H](C)C=1C(=C(C=CC1)C=1C=C(C2=C(C(=CO2)COC2=C(C=CC=C2)CC(=O)O)C1)CC1CCOCC1)F (R)-2-(2-((5-(3-(1-aminoethyl)-2-fluorophenyl)-7-((tetrahydro-2H-pyran-4-yl)methyl)benzofuran-3-yl)methoxy)phenyl)acetic acid